N-(2-((R)-2-fluoro-3-hydroxy-3-methylbutyl)-1-oxo-6-(4-((R)-2,2,2-trifluoro-1-hydroxyethyl)piperidin-1-yl)isoindolin-5-yl)pyrazolo[1,5-a]pyrimidine-3-carboxamide F[C@H](CN1C(C2=CC(=C(C=C2C1)NC(=O)C=1C=NN2C1N=CC=C2)N2CCC(CC2)[C@H](C(F)(F)F)O)=O)C(C)(C)O